1H-pyrido[1,2-c]pyrimidin-1-one C1(N=CC=C2N1C=CC=C2)=O